tert-Butyl 2-(3-carbamoyl-5-(6-fluoropyridin-3-yl)-1H-indazol-1-yl)acetate C(N)(=O)C1=NN(C2=CC=C(C=C12)C=1C=NC(=CC1)F)CC(=O)OC(C)(C)C